C(CCC)C1=CC=C(N)C=C1 4-n-Butyl-Aniline